5-bromo-2-((1-(ethylsulfonyl)azetidin-3-yl)oxy)benzonitrile BrC=1C=CC(=C(C#N)C1)OC1CN(C1)S(=O)(=O)CC